3,6-di-naphthalen-2-yl-9H-carbazole C1=C(C=CC2=CC=CC=C12)C=1C=CC=2NC3=CC=C(C=C3C2C1)C1=CC2=CC=CC=C2C=C1